1-[5-(pyridin-4-yl)-1H-pyrazole-3-carbonyl]-N-[3-(trifluoromethyl)phenyl]piperidine-4-carboxamide N1=CC=C(C=C1)C1=CC(=NN1)C(=O)N1CCC(CC1)C(=O)NC1=CC(=CC=C1)C(F)(F)F